Cl.ClC=1C=CC(=C(CNCC2CCNCC2)C1)OC(F)(F)F N-(5-chloro-2-(trifluoromethoxy)benzyl)-1-(piperidin-4-yl)methanamine hydrochloride